C(C)(=O)O[C@H]1CC[C@@]2([C@H]3CC[C@@]4(C(CC[C@H]4[C@@H]3C[C@@H]([C@H]2C1)F)=O)C)C (3S,5S,6S,8R,9S,10R,13S,14S)-6-fluoro-10,13-dimethyl-17-oxohexadecahydro-1H-cyclopenta[a]phenanthren-3-yl acetate